(4-((3,5-difluoro-4-(4-(trifluoromethyl)piperidin-1-yl)phenyl)amino)benzyl)carbamic acid tert-butyl ester C(C)(C)(C)OC(NCC1=CC=C(C=C1)NC1=CC(=C(C(=C1)F)N1CCC(CC1)C(F)(F)F)F)=O